COC=1C(=CSC1)C(=O)NC1=NN(C2=CC=CC=C12)CC1=CC=C(C=C1)C(F)(F)F 4-methoxy-N-(1-(4-(trifluoromethyl)benzyl)-1H-indazol-3-yl)thiophene-3-carboxamide